BrC=1C=C(C(=NC1)C(C)NC(C1=C(N=CC=C1I)F)=O)Cl N-[1-(5-bromo-3-chloropyridin-2-yl)ethyl]-2-fluoro-4-iodonicotinamide